2-deoxy-2-fluoro-β-D-glucosyl fluoride F[C@H]1[C@@H](O[C@@H]([C@H]([C@@H]1O)O)CO)F